2-(2-((Cyclohexanecarbonyl)oxy)phenyl)acetic acid C1(CCCCC1)C(=O)OC1=C(C=CC=C1)CC(=O)O